syringylpropane CCCC1=CC(=C(C(=C1)OC)O)OC